2-[[(1R)-1-[2-(11-azatricyclo[6.2.1.02,7]undeca-2(7),3,5-trien-11-yl)-4-oxo-6-(trifluoromethyl)chromen-8-yl]ethyl]amino]benzoic acid C12C=3C=CC=CC3C(CC1)N2C=2OC1=C(C=C(C=C1C(C2)=O)C(F)(F)F)[C@@H](C)NC2=C(C(=O)O)C=CC=C2